FC=1C=C(C2=C(CC(CO2)N2C[C@H](NCC2)C2=C(C=CC=C2)OC(C)C)C1)F (3R)-1-(6,8-difluoro-3,4-dihydro-2H-1-benzopyran-3-yl)-3-(2-isopropoxyphenyl)piperazine